Furan-2-carboxylic acid ammonium salt [NH4+].O1C(=CC=C1)C(=O)[O-]